4-amino-5-(3-chloro-1H-pyrrolo[2,3-b]pyridin-2-yl)-N-cyclopropyl-9,9-dimethyl-8,9-dihydropyrazino[1',2':1,5]pyrrolo[2,3-d]pyrimidine-7(6H)carboxamide NC=1C2=C(N=CN1)N1C(=C2C2=C(C=3C(=NC=CC3)N2)Cl)CN(CC1(C)C)C(=O)NC1CC1